FC=1C=CC=2N(C1)C=C(N2)C=2C(OC1=CC(=CC=C1C2)N2CCNCC2)=O 3-(6-fluoroimidazo[1,2-a]pyridin-2-yl)-7-(piperazin-1-yl)-2H-chromen-2-one